O[C@@H](CNC(OC(C)(C)C)=O)CN1CC2=CC=C(C(=C2CC1)C)OCC=1C(=NOC1)C (S)-tert-butyl (2-hydroxy-3-(5-methyl-6-((3-methylisoxazol-4-yl)methoxy)-3,4-dihydroisoquinolin-2(1H)-yl)propyl)carbamate